N1C[C@H](OCC1)COCC1=C(C=CC=C1)COC[C@@H]1CNCCO1 1,2-bis((((S)-morpholin-2-yl)methoxy)methyl)benzene